[C-]#N.[Se]1C=CC=C1 selenophene cyanide